1-((1R,2R)-2-hydroxycyclopentyl)-N-((5-phenyl-1,3,4-thiadiazol-2-yl)methyl)-1H-1,2,3-triazole-4-carboxamide O[C@H]1[C@@H](CCC1)N1N=NC(=C1)C(=O)NCC=1SC(=NN1)C1=CC=CC=C1